ClC1=C(C#N)C=C(C=C1)C(=O)N1CC=2C(=NN3C2C(N(CC3)C(C)C3=CC(=CC=C3)OC(F)F)=O)C[C@H]1C 2-chloro-5-((3R)-9-(1-(3-(difluoromethoxy)phenyl)ethyl)-3-methyl-10-oxo-1,2,3,4,7,8,9,10-octahydropyrido[4',3':3,4]pyrazolo[1,5-a]pyrazine-2-carbonyl)benzonitrile